p-tert-octylphenoxyethyl-N-benzylpiperazine C(C)(C)(CC(C)(C)C)N1CC(N(CC1)CC1=CC=CC=C1)CCOC1=CC=CC=C1